Cl.Cl.N1=C(C=CC=C1)N1CCN(CC1)C(O)=S 4-(2-Pyridinyl)-1-piperazinecarbothioic acid, dihydrochloride